ClC1=NN2C(N=CC3=C2C(C[C@@H]3C(=O)NC=3C=NC(=C(C3)Cl)N3N=CC(=C3)C#N)(C)C)=C1 (S)-2-chloro-N-(5-chloro-6-(4-cyano-1H-pyrazol-1-yl)pyridin-3-yl)-8,8-dimethyl-7,8-dihydro-6H-cyclopenta[e]pyrazolo[1,5-a]pyrimidine-6-carboxamide